NC1=NC(=NN1C)C1=CC=C(C=O)C=C1 4-(5-Amino-1-methyl-1,2,4-triazol-3-yl)benzaldehyd